pyridin-2-ylcarbamate N1=C(C=CC=C1)NC([O-])=O